CC(CC)CCCCCCCCCCCCCCCCCCCCCC 3-Methylpentacosane